CN1C(NC(C1)=O)=O 1-Methylimidazoline-2,4-dione